C1(=CC=CC=C1)S(=O)(=O)N[C@@H](CCCCN)C(=O)Cl benzenesulfonyllysyl chloride